6-(2-(2-(trifluoromethyl)pyridin-4-yl)-2,6-diazaspiro[3.4]octan-6-yl)-1-(3,3,3-trifluoropropyl)-1H-pyrazolo[3,4-b]pyrazine FC(C1=NC=CC(=C1)N1CC2(C1)CN(CC2)C2=CN=C1C(=N2)N(N=C1)CCC(F)(F)F)(F)F